2-(2-((4-methoxybenzylidene)hydrazineylidene)-4-oxothiazolidin-5-yl)acetyl chloride COC1=CC=C(C=NN=C2SC(C(N2)=O)CC(=O)Cl)C=C1